FC(C1=NN(C=C1C(=O)N)C)F 3-(difluoromethyl)-1-methylpyrazole-4-formamide